(1-[4-chloro-4'-(4-{[trans-2-fluorocyclopropyl]methyl}piperazin-1-yl)[1,1'-biphenyl]-2-yl]piperidin-3-yl)-5-(difluoromethyl)-1H-pyrazole-4-carboxylate ClC1=CC(=C(C=C1)C1=CC=C(C=C1)N1CCN(CC1)C[C@H]1[C@@H](C1)F)N1CC(CCC1)OC(=O)C=1C=NNC1C(F)F